ethyl 1-[5-(4-acetylpiperazin-1-yl)pyridin-2-yl]pyrazole-4-carboxylate C(C)(=O)N1CCN(CC1)C=1C=CC(=NC1)N1N=CC(=C1)C(=O)OCC